(2-(4-(3-nitrobenzoyl)piperazin-1-yl)acetyl)-1',4'-dihydro-2'H-spiro[pyrrolidine-2,3'-quinoline] [N+](=O)([O-])C=1C=C(C(=O)N2CCN(CC2)CC(=O)N2CC3(CC4=CC=CC=C24)NCCC3)C=CC1